FC1=C(C=C(C=C1)C1(CC2(CC2)C1)C1=NN=CN1C)NC(=O)C=1C(N(C=C(C1)CNCC(C)(C)C)CC(F)(F)F)=O N-(2-fluoro-5-(5-(4-methyl-4H-1,2,4-triazol-3-yl)spiro[2.3]hexan-5-yl)phenyl)-5-((neopentylamino)methyl)-2-oxo-1-(2,2,2-trifluoroethyl)-1,2-dihydropyridine-3-carboxamide